7-(2,4-difluorophenyl)-N,N-dimethyl-5-[(2S,4R)-2-(2-methyl-4-pyridyl)tetrahydropyran-4-yl]thiazolo[4,5-d]pyrimidin-2-amine FC1=C(C=CC(=C1)F)C=1C2=C(N=C(N1)[C@H]1C[C@H](OCC1)C1=CC(=NC=C1)C)N=C(S2)N(C)C